F[C@@H]1CN(CC1)C1=CC=C(C=C1)B1OC(C(O1)(C)C)(C)C (S)-3-fluoro-1-(4-(4,4,5,5-tetramethyl-1,3,2-dioxaborolan-2-yl)phenyl)pyrrolidine